ClC=1C=C(C(=NC1)N1CC(N(C2(CN(C2)C(=O)OC)C1=O)[C@@H](C)C1=CC=C(C=C1)C(F)(F)F)=O)F methyl (S)-8-(5-chloro-3-fluoropyridin-2-yl)-6,9-dioxo-5-(1-(4-(trifluoro-methyl)phenyl)ethyl)-2,5,8-triazaspiro[3.5]-nonane-2-carboxylate